N-(trans-4-(2-(4-(6'-morpholino-[2,4'-bipyridyl]-2'-yl)piperazin-yl)ethyl)cyclohexyl)propanamide O1CCN(CC1)C1=CC(=CC(=N1)N1CCN(CC1)CC[C@@H]1CC[C@H](CC1)NC(CC)=O)C1=NC=CC=C1